(3-Aminopropyl)-triethoxysilan NCCC[Si](OCC)(OCC)OCC